5-bromo-2-(3-(methylsulfonyl)-4-((1-(methylsulfonyl)piperidin-4-yl)methoxy)benzyl)isoindoline BrC=1C=C2CN(CC2=CC1)CC1=CC(=C(C=C1)OCC1CCN(CC1)S(=O)(=O)C)S(=O)(=O)C